ClC=1C=C(OCCC(C(=O)OC)C)C=CC1C=1N(C2=NC=NC(=C2N1)OC1(CC1)C)CC1=CC(=CC=C1)Cl methyl 4-(3-chloro-4-(9-(3-chlorobenzyl)-6-(1-methylcyclopropoxy)-9H-purin-8-yl)phenoxy)-2-methylbutanoate